N1N=CC2=CC(=CC=C12)NC1=NC(=NC=C1)C=1C=CC2=C(SC(=C2)C(=O)NC(C)C)C1 6-(4-((1H-indazol-5-yl)amino)pyrimidin-2-yl)-N-isopropylbenzo[b]thiophene-2-carboxamide